thiobutyric acid-S-(2-iodoethyl) ester ICCSC(CCC)=O